C(C=C)N1S(N(CC=2C=C(C=3C(=CNC3C21)Cl)Cl)CCCCF)(=O)=O 1-allyl-6,7-dichloro-3-(4-fluorobutyl)-1,3,4,9-tetrahydro-[1,2,6]thiadiazino[4,3-g]indole 2,2-dioxide